Cl.FC(C1=CC=C(C=N1)OCC1[C@H]2CNC[C@@H]12)(F)F (1R,5S,6r)-6-(((6-(trifluoromethyl)pyridin-3-yl)oxy)methyl)-3-azabicyclo[3.1.0]hexane hydrochloride